C(C)(=O)N1CCN(CC1)C([C@@H](C)OC1=CC=C2C(=CNC(C2=C1)=O)C1=C(C=CC=C1)C)=O (R)-7-((1-(4-acetylpiperazin-1-yl)-1-oxopropan-2-yl)oxy)-4-(o-tolyl)isoquinolin-1(2H)-one